4,6,7-trimethyl-3,3a,4,9a-tetrahydro-9H-imidazo[1,2-a]purin-9-one CN1C=2N(C(C3N=CNC13)=O)C(=C(N2)C)C